2-methyl-2-[[(3R,5S)-5-methyl-1-[8-(trifluoromethyl)quinoxalin-5-yl]piperidin-3-yl]amino]propan CC(C)(C)N[C@H]1CN(C[C@H](C1)C)C1=C2N=CC=NC2=C(C=C1)C(F)(F)F